Hexafluoroisopropyl trifluoromethanesulfonate C(C(F)(F)F)(C(F)(F)F)OS(=O)(=O)C(F)(F)F